C(C)(CC)OC=1C(=CC=2C(N1)=NN(C2)C21COC(C2)(C1)C)C(=O)O 6-(sec-butoxy)-2-(1-methyl-2-oxabicyclo[2.1.1]hexan-4-yl)-2H-pyrazolo[3,4-b]pyridine-5-carboxylic acid